ClC=1N=C(NC1[C@H]1[C@H](CN(CC1)S(=O)(=O)C=1C=CC(=NC1)C(=O)O)C)C1=NC=C(C=C1)F 5-[[(3R,4R)-4-[4-Chloro-2-(5-fluoro-2-pyridyl)-1H-imidazol-5-yl]-3-methyl-1-piperidyl]sulfonyl]pyridine-2-carboxylic acid